BrCC1=C(C=CC(=N1)OC[C@H](C)NS(=O)(=O)C(F)(F)F)Cl N-[(1S)-2-[[6-(bromomethyl)-5-chloro-2-pyridyl]oxy]-1-methyl-ethyl]-1,1,1-trifluoro-methanesulfonamide